ClC1=CC=C(C(=N1)C(=O)O)N[C@H](C)C=1C=C(C=C2C(N(C(=NC12)N1CCC(CC1)(F)F)C)=O)C (R)-6-chloro-3-((1-(2-(4,4-difluoropiperidin-1-yl)-3,6-dimethyl-4-oxo-3,4-dihydroquinazolin-8-yl)ethyl)amino)picolinic acid